N-((6-fluoropyridin-2-yl)methyl)-4-methoxy-7-(1-methyl-6-oxo-1,6-dihydropyridin-3-yl)-N-(2-(oxiran-2-yl)ethyl)benzo[b]thiophene-2-carboxamide FC1=CC=CC(=N1)CN(C(=O)C1=CC2=C(S1)C(=CC=C2OC)C2=CN(C(C=C2)=O)C)CCC2OC2